O=C1NC(CCC1N1C(C2=CC=CC(=C2CC1=O)N1CC(C1)CNC(=O)C1=NC=C(C=C1)N1CCN(CC1)CC=1C=NC=2C=C(C(NC2C1)=O)CC)=O)=O N-((1-(2-(2,6-dioxopiperidin-3-yl)-1,3-dioxoisoquinolin-5-yl)azetidin-3-yl)methyl)-5-(4-((7-Ethyl-6-oxo-5,6-dihydro-1,5-naphthyridin-3-yl)methyl)piperazin-1-yl)pyridine-2-formamide